(tetramethylheptanedione) zirconium [Zr].CC(C(C(C(C)(C)C)=O)=O)CCC